O(C=1C=C2C(N(C(C2=CC1)=O)CC1=CC=C(C=C1)C1(N=N1)C(F)(F)F)=O)C=1C=C2C(N(C(C2=CC1)=O)CC1=CC=C(C=C1)C1(N=N1)C(F)(F)F)=O 5,5'-oxybis(2-(4-(3-(trifluoromethyl)-3H-diazirin-3-yl)benzyl)isoindoline-1,3-dione)